4-chloro-2-fluoro-5-(pyrrolo[2,1-f][1,2,4]triazin-2-yl)aniline ClC1=CC(=C(N)C=C1C1=NN2C(C=N1)=CC=C2)F